CCC[C@@H](CO)N (S)-(+)-2-amino-1-pentanol